(E)-2-((2-aminopyrimidin-5-yl)methylidene)-6-hydroxy-2,3-dihydro-1H-inden-1-one NC1=NC=C(C=N1)\C=C/1\C(C2=CC(=CC=C2C1)O)=O